ethyl 3-[4-(3-bromo-2-methyl-phenoxy) cyclohexyl]-2,2-difluoro-propanoate BrC=1C(=C(OC2CCC(CC2)CC(C(=O)OCC)(F)F)C=CC1)C